CN1C(C(CCC1=O)NC(OC(C)(C)C)=O)=O tert-butyl N-(1-methyl-2,6-dioxopiperidin-3-yl)carbamate